S1C=NC2=C1C=C(C=C2)CC(=O)O benzothiazole-6-yl-acetic acid